7-(2-methoxy-4-methyl-sulfonyl-phenyl)-2,3,4,5-tetrahydroazepine-1-carbaldehyde COC1=C(C=CC(=C1)S(=O)(=O)C)C1=CCCCCN1C=O